FC(C1=CC(=C(N)C(=C1)[N+](=O)[O-])[N+](=O)[O-])(F)F trifluoro-2,6-dinitro-p-toluidine